(S)- and (R)-4-(2-((2-(6-(1H-imidazol-1-yl)-1H-indol-3-yl)-2-oxo-1-phenylethyl)amino)eth-yl)benzamide N1(C=NC=C1)C1=CC=C2C(=CNC2=C1)C([C@H](C1=CC=CC=C1)NCCC1=CC=C(C(=O)N)C=C1)=O |r|